NC=1SC2=C(N1)C(=CC=C2F)C2=C(C=C1C(=NC(=NC1=C2F)OCCC=2C=NC=C(C#N)C2)N2CC1CCC(C2)N1)C(F)(F)F 5-(2-((7-(2-amino-7-fluorobenzo[d]thiazol-4-yl)-4-(3,8-diazabicyclo[3.2.1]octan-3-yl)-8-fluoro-6-(trifluoromethyl)quinazolin-2-yl)oxy)ethyl)nicotinonitrile